lithium bis(2,2'-biphenol) borate B([O-])([O-])[O-].C=1(C(=CC=CC1)C=1C(=CC=CC1)O)O.C=1(C(=CC=CC1)C=1C(=CC=CC1)O)O.[Li+].[Li+].[Li+]